S(N)(=O)(=O)N1CCC(CC1)NC1=NC=C(C=N1)C1(CCCC1)N(C(=O)O[C@@H]1[C@H]([C@](O)(O[C@@H]([C@H]1O)CO)CCCCCCCCCCCC)O)C1(CC1)C 1-dodecyl-beta-D-glucose rac-(1R,3S)-3-{2-[(1-sulfamoylpiperidin-4-yl)amino]pyrimidin-5-yl}cyclopentyl-N-(1-methylcyclopropyl)carbamate